N-[4-amino-8-(trans-4-aminocyclohexoxy)-5,5-dimethyl-6H-benzo[h]quinazolin-7-yl]-2-hydroxy-ethanesulfonamide NC1=NC=NC=2C3=C(CC(C12)(C)C)C(=C(C=C3)O[C@@H]3CC[C@H](CC3)N)NS(=O)(=O)CCO